FC=1C=C2CCCN(C2=CC1)C([C@H]1NCCC1)=O (S)-6-fluoro-1-prolyl-1,2,3,4-tetrahydroquinoline